3-(((tert-butyldimethylsilyl)oxy)methyl)piperazine-1-carboxylic acid tert-butyl ester C(C)(C)(C)OC(=O)N1CC(NCC1)CO[Si](C)(C)C(C)(C)C